OC(CCCCCCCCC(=O)O)CCCCCC 10-hydroxypalmitic acid